CC=1N=C2N(C=CC(=C2)C2=C(C=CC(=N2)C#N)C2=CN=C(O2)CCC(C(F)(F)F)(F)F)C1 6-(2-Methylimidazo[1,2-a]pyridin-7-yl)-5-(2-(3,3,4,4,4-pentafluorobutyl)oxazol-5-yl)picolinonitril